7-(4-acryloylpiperazin-1-yl)-9-chloro-10-(2,4-difluorophenyl)-2,3-dihydro-5H-[1,4]thiazino[2,3,4-ij]quinazolin-5-one C(C=C)(=O)N1CCN(CC1)C1=NC(N2C3=C(C(=C(C=C13)Cl)C1=C(C=C(C=C1)F)F)SCC2)=O